Methyl-7-bromo-6-chloro-1-methyl-2-oxo-4-(((trifluoromethyl)sulfonyl)oxy)-1,2-dihydro-1,5-naphthyridine-3-carboxylate COC(=O)C=1C(N(C2=CC(=C(N=C2C1OS(=O)(=O)C(F)(F)F)Cl)Br)C)=O